ethyl 3-[4-chloro-3-(trifluoromethyl)anilino]-2-hydroxy-2-methyl-3-oxo-propionate ClC1=C(C=C(NC(C(C(=O)OCC)(C)O)=O)C=C1)C(F)(F)F